1-(4-(4-(5-phenyl-4,5-dihydroisoxazol-3-yl)thiazol-2-yl)piperidin-1-yl)-ethan-1-one C1(=CC=CC=C1)C1CC(=NO1)C=1N=C(SC1)C1CCN(CC1)C(C)=O